2-phenyl-N-((1s,3s)-3-(6-((4-(4-(piperidin-4-ylmethyl)piperazin-1-yl)phenyl)amino)-9H-purin-9-yl)cyclobutyl)acetamide hydrochloride Cl.C1(=CC=CC=C1)CC(=O)NC1CC(C1)N1C2=NC=NC(=C2N=C1)NC1=CC=C(C=C1)N1CCN(CC1)CC1CCNCC1